(3-Fluorophenyl)-2-((4-(methylsulfonyl)benzyl)thio)-4-phenyl-1H-imidazole FC=1C=C(C=CC1)N1C(=NC(=C1)C1=CC=CC=C1)SCC1=CC=C(C=C1)S(=O)(=O)C